ClC(=O)OCCC1CCN(CC1)CC1=CC=CC=C1 2-(1-benzylpiperidin-4-yl)ethyl chloroformate